3-chloro-6,7-dihydro-5H-cyclopenta[c]pyridine-4-carbonitrile ClC1=C(C2=C(C=N1)CCC2)C#N